tert-butyl 6-[(2-aminopyrimidin-5-yl)methylene]-2-azaspiro[3.3]heptane-2-carboxylate NC1=NC=C(C=N1)C=C1CC2(CN(C2)C(=O)OC(C)(C)C)C1